C(C)(C)(C)OC(N(C)C=1C(=NC=C(C1)C(F)(F)F)NC(=S)NC(C1=CC2=C(C=N1)CN(C2)C(C)C)=N)=O.C(O)C(C(=O)N)CCCCCCCCCCCCCCCC methylolstearoamide tert-Butyl-(2-(3-(imino(2-isopropyl-2,3-dihydro-1H-pyrrolo[3,4-c]pyridin-6-yl)methyl)thioureido)-5-(trifluoromethyl)pyridin-3-yl)(methyl)carbamate